tris(3-aminopropyl)amine NCCCN(CCCN)CCCN